4-((4-(trifluoromethyl)benzyl)oxy)benzamide FC(C1=CC=C(COC2=CC=C(C(=O)N)C=C2)C=C1)(F)F